ONC(\C=C\C1=C(C=CC=C1)N1CCN(CC1)C(CC1=CC=C(C=C1)SC)=O)=O (E)-N-hydroxy-3-(2-(4-(2-(4-(methylthio)phenyl)acetyl)piperazin-1-yl)phenyl)acrylamide